FC(C=1C=C2C(=CC1)NC(C21CCN(CC1)CCOC=1C=NC(=NC1)C1(CC1)S(=O)(=O)C)=O)F 5-(difluoro-methyl)-1'-(2-{[2-(1-methanesulfonylcyclopropyl)pyrimidin-5-yl]oxy}ethyl)-1,2-dihydro-spiro[indole-3,4'-piperidin]-2-one